tri-(2,5-xylyl)phosphine C1(=C(C=CC(=C1)C)C)P(C1=C(C=CC(=C1)C)C)C1=C(C=CC(=C1)C)C